4-cycloheptylpiperazine C1(CCCCCC1)N1CCNCC1